C(C1=CC=CC=C1)OCN1C(N(C=CC1=O)[C@H]1[C@@H]([C@@H]([C@H](O1)CO)OC(C1=CC=CC=C1)=O)OC([2H])([2H])[2H])=O (2R,3R,4R,5R)-5-(3-((Benzyloxy)methyl)-2,4-dioxo-3,4-dihydropyrimidin-1(2H)-yl)-2-hydroxymethyl-4-(methoxy-d3)tetrahydrofuran-3-ylbenzoate